Oxathiazepine C1=CNSOC=C1